tert-butyl 2-(((5-(trifluoromethyl)pyridin-3-yl)oxy)methyl)-7-azaspiro[3.5]nonane-7-carboxylate FC(C=1C=C(C=NC1)OCC1CC2(C1)CCN(CC2)C(=O)OC(C)(C)C)(F)F